C(C)(C)(C)OC(=O)NNC(C1=CC(=C(C=C1)S(=O)(=O)Cl)[N+](=O)[O-])=O 2-(4-(chlorosulfonyl)-3-nitrobenzoyl)hydrazine-1-carboxylic acid tert-butyl ester